di(phenoxy)phosphorane O(C1=CC=CC=C1)[PH3]OC1=CC=CC=C1